N-((2R,3S)-1-(3-((2-(1,3-Dimethyl-1H-pyrazol-4-yl)pyrimidin-4-yl)amino)-6-fluoro-5-isopropylisoquinolin-8-yl)-2-methylazetidin-3-yl)-N-methyl-methanesulfonamide CN1N=C(C(=C1)C1=NC=CC(=N1)NC=1N=CC2=C(C=C(C(=C2C1)C(C)C)F)N1[C@@H]([C@H](C1)N(S(=O)(=O)C)C)C)C